C[Si](C1=CC(=CC=C1)N1C(C(C(C1([2H])[2H])([2H])[2H])([2H])[2H])([2H])[2H])(C1=CC(=CC=C1)N1C(C(C(C1([2H])[2H])([2H])[2H])([2H])[2H])([2H])[2H])C Dimethylbis(3-(pyrrolidin-1-yl-d8)phenyl)silane